BrCCOC1=CC=C(C=C1)N(S(=O)(=O)C)CCO N-[4-(2-bromoethoxy)phenyl]-N-(2-hydroxy-ethyl)methane-sulfonamide